COCCN(CC[C@@H](C(=O)O)NC=1C2=C(N=CN1)SC=C2)CCCCC2=NC=1NCCCC1C=C2C=C (S)-4-((2-methoxyethyl)(4-(3-vinyl-5,6,7,8-tetrahydro-1,8-naphthyridin-2-yl)butyl)amino)-2-(thieno[2,3-d]pyrimidin-4-ylamino)butanoic acid